4-Methyltetracosane CC(CCC)CCCCCCCCCCCCCCCCCCCC